methyl 2-(6-cyclopropyl-5-fluoro-1-oxo-spiro[3H-isoquinoline-4,1'-cyclopropane]-2-yl)acetate C1(CC1)C=1C(=C2C(=CC1)C(N(CC21CC1)CC(=O)OC)=O)F